CC1(C=C(C=CC1(C)C)C1=CC=CC=C1)C 3,3,4,4-tetramethylbiphenyl